C(C1=CC=CC=C1)OC1=C(C=C(C=C1)B1OC(C)(C)C(C)(C)O1)C=1SC2=C(N1)C=CC=C2 4-benzyloxy-3-(benzothiazol-2-yl)phenylboronic acid pinacol ester